COC(C1=C(C(=CC=C1)C#C[Si](C)(C)C)OC(F)F)=O (difluoromethoxy)-3-[(trimethylsilyl)ethynyl]benzoic acid methyl ester